5-((5-Chloro-2-(dimethylamino)pyrimidin-4-yl)amino)-3-(3-hydroxy-3-methylbutyl)-1-methyl-1,3-dihydro-2H-benzo[d]imidazol-2-on ClC=1C(=NC(=NC1)N(C)C)NC1=CC2=C(N(C(N2CCC(C)(C)O)=O)C)C=C1